(E)-4-(1-(4-bromophenyl)-2-phenylbenzo[b][1,8]naphthyridine-4(1H)-ylidene)-1-ethylpyrrolidine-2,3,5-trione BrC1=CC=C(C=C1)N1C(=C/C(/C=2C=C3C(=NC12)C=CC=C3)=C\3/C(C(N(C3=O)CC)=O)=O)C3=CC=CC=C3